ClC=1C(=NC(=NC1)N1C[C@H]([C@@H](CC1)NC1=CC=C2C(=NN(C2=C1)C)C1C(NC(CC1)=O)=O)C)NC1=CC(=CC=C1)N1C(N(CC1)C)=S 3-(6-(((3R,4R)-1-(5-chloro-4-((3-(3-methyl-2-thioxoimidazolidin-1-yl)phenyl)amino)pyrimidin-2-yl)-3-methylpiperidin-4-yl)amino)-1-methyl-1H-indazol-3-yl)piperidine-2,6-dione